6'-amino-N-(2-morpholinooxazolo[4,5-b]pyridin-6-yl)-[2,3'-bipyridine] NC1=CC=C(C=N1)C=1N(CC=CC1)C=1C=C2C(=NC1)N=C(O2)N2CCOCC2